C1(CC1)C1=NC=NC(=C1C1=NC=C(C(N1CC1=CC=C(C=C1)C=1N(C=C(N1)C(F)(F)F)C1CN(C1)C)=O)C)OC 2-(4-cyclopropyl-6-methoxy-pyrimidin-5-yl)-5-methyl-3-[[4-[1-(1-methylazetidin-3-yl)-4-(trifluoromethyl)imidazol-2-yl]phenyl]methyl]pyrimidin-4-one